2-naphthoic acid vinylester C(=C)OC(=O)C1=CC2=CC=CC=C2C=C1